FC(C=1OC=C(N1)C(C)=O)F (2-(difluoromethyl)oxazol-4-yl)ethanone